iodooxapentane IC(O)CCC